C(C)(C)(C)OC(=O)N1CCC(CC1)NC1=NC(=NC=C1Cl)NC=1C=C2CCNC(C2=CC1)=O 4-({5-Chloro-2-[(1-oxo-1,2,3,4-tetrahydroisoquinolin-6-yl)amino]pyrimidin-4-yl}amino)piperidine-1-carboxylic acid tert-butyl ester